(R)-4-chloro-5-(3-((6-(1,3,5-trimethyl-1H-pyrazol-4-yl)pyridazin-4-yl)oxy)pyrrolidin-1-yl)pyridazin-3(2H)-one ClC=1C(NN=CC1N1C[C@@H](CC1)OC1=CN=NC(=C1)C=1C(=NN(C1C)C)C)=O